ClC1=CC=C(C=C1)N1CCCN(S1(=O)=O)CC(=O)NC1C2CC3CC(CC1C3)(C2)O 2-(6-(4-chlorophenyl)-1,1-dioxido-1,2,6-thiadiazinan-2-yl)-N-(5-hydroxyadamantan-2-yl)acetamide